FC1=C(C=C(C=C1)NC(C1=CC(=CC=C1)C(F)(F)F)=O)CCC1=CC(=NN1)NC1=NC(=NC(=C1)N1CC(C1)O)C N-(4-fluoro-3-(2-(3-((6-(3-hydroxyazetidin-1-yl)-2-methylpyrimidin-4-yl)amino)-1H-pyrazol-5-yl)ethyl)phenyl)-3-(trifluoromethyl)benzamide